N-(4-((2-amino-3-isopropylpyridin-4-yl)oxy)-3,5-difluorophenyl)-1-(3-chloropyridin-2-yl)-5-(trifluoromethyl)-1H-pyrazole-4-carboxamide NC1=NC=CC(=C1C(C)C)OC1=C(C=C(C=C1F)NC(=O)C=1C=NN(C1C(F)(F)F)C1=NC=CC=C1Cl)F